5-bromo-6-methoxy-2-(1-methyl-2-oxabicyclo[2.1.1]hex-4-yl)-2H-indazole BrC1=CC2=CN(N=C2C=C1OC)C12COC(C1)(C2)C